N-((1R)-3-Cyano-3-azabicyclo[3.2.0]heptan-1-yl)-2'-(phenylamino)-[1,1'-biphenyl]-4-carboxamid C(#N)N1C[C@]2(CCC2C1)NC(=O)C1=CC=C(C=C1)C1=C(C=CC=C1)NC1=CC=CC=C1